[SH4]1NCCN1 1λ6,2,5-thiadiazolidine